Nitromonomethyl-L-arginine methyl-4'-bromomethyl-biphenyl-2-carboxylate CC1=C(C(=CC=C1)C1=CC=C(C=C1)CBr)C(=O)O.[N+](=O)([O-])N([C@@H](CCCNC(N)=N)C(=O)O)C